NC1=NC(=C(C=2N1C(N(N2)CC=2N=COC2C)=O)C2=CC(=NC(=C2)C)C)C2=CC=CC=C2 5-amino-8-(2,6-dimethylpyridin-4-yl)-2-((5-methyloxazol-4-yl)methyl)-7-phenyl-[1,2,4]triazolo[4,3-C]pyrimidin-3(2H)-one